C(CCC)N(CCC)C(CCC=C[SiH3])N(CCCC)CCC bis(n-butyl-n-propylamino)propylvinylsilane